2-(2-((tert-butoxycarbonyl)amino)ethoxy)ethyl 1-imidazole-1-carboxylate N1(C=NC=C1)C(=O)OCCOCCNC(=O)OC(C)(C)C